O[C@H]1[C@@H]([C@@H]2[C@@H](OC[C@H](CC2)CCCC(=O)O)C1)CC[C@H](CCC1=CC=CC=C1)O 4-{(3S,5aR,6R,7R,8aS)-7-hydroxy-6-[(3R)-3-hydroxy-5-phenylpentyl]octahydro-2H-cyclopenta[b]oxepin-3-yl}butanoic acid